4-(3-chloroisoquinolin-5-yl)-3,5-dimethylisoxazole ClC=1N=CC2=CC=CC(=C2C1)C=1C(=NOC1C)C